1-{3-[3-(3,4-Dimethylphenyl)-8-methoxy-1H-pyrazolo[4,3-c]quinolin-1-yl]-4-methylphenyl}-N,N-dimethylpiperidin-4-amine CC=1C=C(C=CC1C)C1=NN(C2=C1C=NC=1C=CC(=CC21)OC)C=2C=C(C=CC2C)N2CCC(CC2)N(C)C